(3-fluoropyridin-4-yl)-N2-((4R,7R)-1-oxaspiro[3.5]nonan-7-yl)pyrido[4,3-d]pyrimidine-2,5-diamine FC=1C=NC=CC1C=1C2=C(N=C(N1)NC1CCC3(CCO3)CC1)C=CN=C2N